BrC1=CC=C2C(=N1)NC=C2S(=O)(=O)NC2=NC(=C(C(=N2)OC)OCCF)OC 6-bromo-N-[5-(2-fluoroethoxy)-4,6-dimethoxy-pyrimidin-2-yl]-1H-pyrrolo[2,3-b]pyridine-3-sulfonic acid amide